C(C)(=O)N1C(C(C2=CC=CC=C12)=O)=CC1=CC(=C(C=C1)OCCOC1=CC=CC=C1)OC 1-acetyl-2-(3-methoxy-4-(2-phenoxyethoxy)-benzylidene)-indolin-3-one